(S)-methyl 2-((S)-1-(4-methoxy-1H-indole-2-carbonyl)-4,4-dimethylpyrrolidine-2-carboxamido)-3-((S)-2-oxopyrrolidin-3-yl)propanoate COC1=C2C=C(NC2=CC=C1)C(=O)N1[C@@H](CC(C1)(C)C)C(=O)N[C@H](C(=O)OC)C[C@H]1C(NCC1)=O